(Z)-3-bromo-2-((5-(1-cyanospiro[2.2]pentan-1-yl)pyrimidin-2-yl)imino)propanoic acid BrC\C(\C(=O)O)=N/C1=NC=C(C=N1)C1(CC12CC2)C#N